(+/-)-trans-methyl 3-((2-chloro-6-(4-fluorophenyl)pyrimidin-4-yl)amino)bicyclo[2.2.2]octane-2-carboxylate ClC1=NC(=CC(=N1)NC1C(C2CCC1CC2)C(=O)OC)C2=CC=C(C=C2)F